OCC1=C(C=C(C2=C1CCO2)C2=CC=C(C=C2)S(F)(F)(F)(F)F)CNC(C=C)=O N-[[4-(hydroxymethyl)-7-[4-(pentafluoro-lambda6-sulfanyl)phenyl]-2,3-dihydrobenzofuran-5-yl]methyl]prop-2-enamide